hydroxymethyl-1-(((1s,4S)-4-methoxycyclohexyl)methyl)piperidine-3,4,5-triol OCC1N(CC(C(C1O)O)O)CC1CCC(CC1)OC